4-methyl-3-(methylsulfonyl)-N-((2-(2-(methylsulfonyl)benzyl)-1,6-naphthyridin-7-yl)methyl)benzamide CC1=C(C=C(C(=O)NCC2=NC=C3C=CC(=NC3=C2)CC2=C(C=CC=C2)S(=O)(=O)C)C=C1)S(=O)(=O)C